N[C@H]1CC(C2=CC(=CC=C12)N1C(=NC=2C1=NC(=CC2)C2=CC=CC=C2)C=2C(=NC=CC2)N)=O (S)-3-amino-6-(2-(2-aminopyridin-3-yl)-5-phenyl-3H-imidazo[4,5-b]pyridin-3-yl)-2,3-dihydro-1H-inden-1-one